C(C)OC(CN1C(=NC2=NC=CC(=C21)C2=CC=CC(=N2)N[C@H]2CC(NC2)C(=O)OC)C)CO methyl (4S)-4-[[6-[1-(2-ethoxy-3-hydroxy-propyl)-2-methyl-imidazo[4,5-b]pyridin-7-yl]-2-pyridyl]amino]pyrrolidine-2-carboxylate